CC(CC[Mg]Cl)CCOC1OCCCC1 3-methyl-5-(tetrahydropyran-2-yloxy)pentylmagnesium chloride